5-(cyclopropylmethyl)-4-(6-(difluoromethyl)pyridin-3-yl)-2-(2-methyl-2H-indazol-5-yl)-2,5-dihydro-3H-pyrrolo[3,2-c]pyridazin-3-one C1(CC1)CN1C=CC2=NN(C(C(=C21)C=2C=NC(=CC2)C(F)F)=O)C2=CC1=CN(N=C1C=C2)C